(S)-5,5,5-Trifluoro-4,4-dimethyl-1-(7-(((R)-4-methyl-2-oxo-4-(trifluoromethyl)imidazolidin-1-yl)methyl)imidazo[1,2-b]pyridazin-2-yl)pentan-1-aminium 2,2,2-trifluoroacetate FC(C(=O)[O-])(F)F.FC(C(CC[C@H]([NH3+])C=1N=C2N(N=CC(=C2)CN2C(N[C@](C2)(C(F)(F)F)C)=O)C1)(C)C)(F)F